N\C(=C/C(=O)OCC1CCCC1)\C Cyclopentylmethyl (Z)-3-aminobut-2-enoate